ClC1=CC=C(C=C1)[C@H](CC1=NOC(=N1)CN1C(N(C=C(C1=O)C)CCO)=O)O 3-({3-[(2S)-2-(4-chlorophenyl)-2-hydroxyethyl]-1,2,4-oxadiazol-5-yl}methyl)-1-(2-hydroxyethyl)-5-methyl-1,2,3,4-tetrahydropyrimidine-2,4-dione